CN1CCN(CC1)CC1=CC=C(C=C1)C1=CC=C2C(=CC=NC2=C1)NC=1C=CC2=C(N=CS2)C1 N-(7-(4-((4-methylpiperazin-1-yl)methyl)phenyl)quinolin-4-yl)benzo[d]thiazol-5-amine